NC=1C(=C(C=C2C=C(N=CC12)NC(OC1CC(C1)N1CCOCC1)=O)C1=C(C2=C(OCCN2)N=C1)C)F (1r,3r)-3-Morpholinocyclobutyl (8-amino-7-fluoro-6-(8-methyl-2,3-dihydro-1H-pyrido[2,3-b][1,4]oxazin-7-yl)isoquinolin-3-yl)carbamate